N-((1-(Cyclopropylmethyl)pyrrolidin-3-yl)methyl)-1-(3-(4-Methoxyphenyl)-1,2,4-oxadiazol-5-yl)piperidin-4-carboxamid C1(CC1)CN1CC(CC1)CNC(=O)C1CCN(CC1)C1=NC(=NO1)C1=CC=C(C=C1)OC